C[C@H]1CC[C@@H](N(C1)C(=O)OC(C)(C)C)C1=CC(=CC=C1)OC[C@H]1CNCC1 (2R,5S)-tert-butyl 5-methyl-2-(3-((R)-pyrrolidin-3-ylmethoxy)phenyl)piperidine-1-carboxylate